C1=CC=C(C(=C1)/C=C(\CCl)/C2=CC=C(C=C2)F)Cl Z-1-chloro-3-(2-chlorophenyl)-2-(4-fluorophenyl)-2-propylene